(3R,4R)-4-({5-chloro-4-[4-fluoro-2-methyl-1-(propan-2-yl)-1H-benzimidazol-6-yl]pyrimidin-2-yl}amino)-1-(methylsulfonyl)piperidin-3-ol ClC=1C(=NC(=NC1)N[C@H]1[C@@H](CN(CC1)S(=O)(=O)C)O)C=1C=C(C2=C(N(C(=N2)C)C(C)C)C1)F